N-(1-(2-(cyclopropanesulphonylamino)thiazol-4-yl)cyclopropyl)quinoline-6-carboxamide C1(CC1)S(=O)(=O)NC=1SC=C(N1)C1(CC1)NC(=O)C=1C=C2C=CC=NC2=CC1